C(#N)C1=C(OC=2C=C3C(N(C=NC3=CC2)[C@H]2COC3(C2)CCC(CC3)S(=O)(=O)CC3(CCNCC3)O)=O)C(=CC=C1NS(N(C)CC)(=O)=O)F 6-[2-cyano-3-[[ethyl(methyl)sulfamoyl]amino]-6-fluoro-phenoxy]-3-[(3R)-8-[(4-hydroxy-4-piperidyl)methylsulfonyl]-1-oxaspiro[4.5]decan-3-yl]-4-oxo-quinazoline